2-aminoethylaminopropyl-methyldimethoxysilane Sodium (2S,5R)-2-[difluoro(oxetan-3-yl)methyl]-7-oxo-1,6-diazabicyclo[3.2.1]octan-6-yl-sulfate FC([C@H]1N2C(N([C@H](CC1)C2)OS(=O)(=O)[O-])=O)(C2COC2)F.[Na+].NCCNCCC[Si](OC)(OC)C